(E)-N-(1-(4-aminobut-2-en-1-yl)-7-bromo-1H-benzo[d]imidazol-2-yl)-1-ethyl-3-methyl-1H-pyrazole-5-carboxamide, Hydrochloride Cl.NC/C=C/CN1C(=NC2=C1C(=CC=C2)Br)NC(=O)C2=CC(=NN2CC)C